4-((6-chloro-3,4-dihydroisoquinolin-2(1H)-yl)methyl)-1H-1,2,3-triazole-5-carboxylic acid 2,2,2-trifluoroacetate FC(C(=O)O)(F)F.ClC=1C=C2CCN(CC2=CC1)CC=1N=NNC1C(=O)O